6,6-difluoro-4-methyl-2-oxo-1,2,5,6,7,8-hexahydroquinoline-3-carbonitrile FC1(CC=2C(=C(C(NC2CC1)=O)C#N)C)F